C1(=CC=CC=C1)CS(=O)(=O)NC1=C(C(=O)N)C=C(C=C1)C(F)(F)F 2-((phenylmethyl)sulfonamido)-5-(trifluoromethyl)benzamide